N-(6-mercaptohexyl)-2-(piperidin-1-yl)pyrimidine-5-carboxamide SCCCCCCNC(=O)C=1C=NC(=NC1)N1CCCCC1